C(CCC)OC1=NN2C(C(=N1)N)=NC=C2CC2=CC(=CC=C2)CN2CCCCC2 butoxy-7-(3-(piperidin-1-ylmethyl)benzyl)imidazo[2,1-f][1,2,4]triazin-4-amine